CCCCCCCCCCCCCCCCCCCCCCCCCCCCCCCCO The molecule is an ultra-long-chain primary fatty alcohol that is dotriacontane in which a hydrogen attached to one of the terminal carbons is replaced by a hydroxy group. It has a role as a plant metabolite. It derives from a hydride of a dotriacontane.